NCCCCCCCC/C=C/C(=O)OC methyl (E)-11-aminoundec-2-enoate